(1,1':2',1''-terphenyl-4'-yl)-(phenanthren-9-yl)amine C1(=CC=CC=C1)C=1C(=CC(=CC1)NC=1C2=CC=CC=C2C=2C=CC=CC2C1)C1=CC=CC=C1